CO[Si](O[Si](OC)(OC)CCCN(CC)CC)(OC)CCCN(CC)CC 3,3'-(1,1,3,3-tetramethoxydisiloxane-1,3-diyl)bis(N,N-diethylpropane-1-amine)